BrC=1N=CC(=C2C1NC=C2C(C(=O)N2CCN(CC2)C(=O)OCC2=CC=CC=C2)=O)OC benzyl 4-(2-(7-bromo-4-methoxy-1H-pyrrolo[2,3-c]pyridin-3-yl)-2-oxoacetyl)piperazine-1-carboxylate